O1N=C(C2=C1C=CC=C2)NC(=O)C2=CC1=C(N(N=N1)C(C)C)C=C2 N-(benzo[d]isoxazol-3-yl)-1-isopropyl-1H-benzo[d][1,2,3]triazole-5-carboxamide